C(C)P([O-])(=O)CC.C(C)P([O-])(=O)CC.C(C)P([O-])(=O)CC.[Al+3] aluminum tris(diethylphosphinic acid) salt